CC1(O[C@H]2[C@@H](O1)[C@@H](C[C@@H]2C(O)C2=CC=C(C=C2)F)N2C=CC1=C2N=CN=C1C)C ((3aR,4R,6R,6aS)-2,2-dimethyl-6-(4-methyl-7H-pyrrolo[2,3-d]pyrimidin-7-yl)tetrahydro-4H-cyclopenta[d][1,3]dioxol-4-yl)(4-fluorophenyl)methanol